2,6-diamino-3-nitrosopyrimidine NC1N=C(C=CN1N=O)N